[Cl-].C[PH3+] Methyl-phosphonium chloride